3,3-difluoro-N-methoxy-N,1-dimethyl-cyclobutanecarboxamide FC1(CC(C1)(C(=O)N(C)OC)C)F